FCC(CF)N1N=NC2=C1C=C(C=C2)C=2C(=CN1N=C(N=C(C12)OC)N[C@@H]1[C@H](CN(CC1)C1(COC1)[2H])F)F 5-(1-(1,3-difluoropropan-2-yl)-1H-benzo[d][1,2,3]triazol-6-yl)-6-fluoro-N-((3S,4S)-3-fluoro-1-(oxetan-3-yl-3-d)piperidin-4-yl)-4-methoxypyrrolo[2,1-f][1,2,4]triazin-2-amine